tert-butyl 3-(4-(7-methoxyquinolin-4-yl)piperazine-1-carbonyl)pyrrolidine-1-carboxylate COC1=CC=C2C(=CC=NC2=C1)N1CCN(CC1)C(=O)C1CN(CC1)C(=O)OC(C)(C)C